4-methyl-7-((4-(2,2,6,6-tetramethylmorpholino)phenyl)amino)-2H-benzo[b][1,4]oxazin-3(4H)-one CN1C2=C(OCC1=O)C=C(C=C2)NC2=CC=C(C=C2)N2CC(OC(C2)(C)C)(C)C